ClC=1C=C(C=CC1)C(COC(=O)N[C@@H](CC(C)C)C(=O)OC)(C)C Methyl ((2-(3-chlorophenyl)-2-methylpropoxy) carbonyl)-L-leucinate